3-[(adamantan-2-ylmethyl)amino]pyridine C12C(C3CC(CC(C1)C3)C2)CNC=2C=NC=CC2